5-phenyl-1-(3-(2-(trifluoromethyl)phenyl)acryloyl)imidazolidine C1(=CC=CC=C1)C1CNCN1C(C=CC1=C(C=CC=C1)C(F)(F)F)=O